NC=1C2=C(N=CN1)C(=NC(=C2)C=2CCOCC2)C=2C(=C(C=CC2C)O)C 3-(4-amino-6-(3,6-dihydro-2H-pyran-4-yl)pyrido[3,4-d]pyrimidin-8-yl)-2,4-dimethylphenol